CC1=CC=C2C(C(NC2=C1)=O)C1=CC=CC=C1 1,3-dihydro-6-methyl-3-phenyl-2H-indol-2-one